CC1=C(C(=CC(=C1)[N+](=O)[O-])N)N Methyl-5-nitrobenzene-1,2-diamine